N(=[N+]=[N-])[C@@H]1CC[C@H](OC1O)CN(C(OCC1=CC=CC=C1)=O)CC1=CC=CC=C1 benzyl (((2S,5R)-5-azido-6-hydroxytetrahydro-2H-pyran-2-yl)methyl)(benzyl)carbamate